C1(=CC=CC2=CC=CC=C12)C(=O)N Naphthaleneamide